methyl 2-(2-(5-methylthiophen-2-yl)phenyl)acetate CC1=CC=C(S1)C1=C(C=CC=C1)CC(=O)OC